ClC=1C=C(OC2CCC(CC2)NC(=O)C=2N=NC(=CC2)N2CCC(CC2)CN2CCN(CC2)C2=CC=C(C=C2)C(NC2C(NC(CC2)=O)=O)=O)C=CC1C#N N-(4-(3-chloro-4-cyanophenoxy)cyclohexyl)-6-(4-((4-(4-((2,6-dioxopiperidin-3-yl)carbamoyl)phenyl)piperazin-1-yl)methyl)piperidin-1-yl)pyridazine-3-carboxamide